COC1=CC=C(CNC(CCC2=NC=3C(=NC=CC3)N2CC2=CC=C(C=C2)C)=O)C=C1 N-(4-Methoxy-benzyl)-3-[3-(4-methyl-benzyl)-3H-imidazo[4,5-b]pyridin-2-yl]-propionamide